6,6'-dichloro-2,3'-diaminobiphenyl tert-butyl-(S)-(pyrrolidin-2-ylmethyl)carbamate C(C)(C)(C)N(C(O)=O)C[C@H]1NCCC1.ClC1=CC=CC(=C1C1=CC(=CC=C1Cl)N)N